C(C#C)OC1CCN(CC1)C1CC(C1)C(=O)N1CCN(CC1)C(=O)OC(C)(C)C tert-butyl 4-((1r,3r)-3-(4-(prop-2-yn-1-yloxy)piperidin-1-yl)cyclobutanecarbonyl)piperazine-1-carboxylate